C[C@@H]1CN(C[C@@H](O1)C)CC1(CCN(CC1)C1=C(C=CC=C1F)C1=C(C=CC(=C1)S(=O)(=O)N)S(=O)(=O)N(C)C)F [2-(4-{[(2R,6S)-2,6-dimethylmorpholin-4-yl]methyl}-4-fluoropiperidin-1-yl)-3-fluorophenyl]-N1,N1-dimethylbenzene-1,4-disulfonamide